ClC=1C=C(C=CC1)C(=O)N1CC(/C(/CC1)=C/C#CC1=CC(=CC=C1)Cl)(F)F (3-chlorophenyl){(4E)-4-[3-(3-chlorophenyl)prop-2-yn-1-ylidene]-3,3-difluoropiperidin-1-yl}methanone